2-dimethylamino-N-methyl-N-[(3R,5S)-5-methyl-1-(8-trifluoromethyl-quinolin-5-yl)-piperidin-3-yl]-acetamide CN(CC(=O)N([C@H]1CN(C[C@H](C1)C)C1=C2C=CC=NC2=C(C=C1)C(F)(F)F)C)C